(benzyloxy)-2-(difluoromethyl)-N-(oxolan-3-yl)-1-benzothiophene-3-carboxamide C(C1=CC=CC=C1)OC1=CC=CC2=C1C(=C(S2)C(F)F)C(=O)NC2COCC2